3-(5-(1-((1H-benzo[d]imidazol-6-yl)methyl)-4-hydroxypiperidin-4-yl)-4,6-difluoro-1-oxoisoindolin-2-yl)piperidine-2,6-dione N1C=NC2=C1C=C(C=C2)CN2CCC(CC2)(O)C=2C(=C1CN(C(C1=CC2F)=O)C2C(NC(CC2)=O)=O)F